Br\C(=C\1/CN(C2=C(S1)C=CC=C2)S(=O)(=O)C2=CC=C(C)C=C2)\C2=CC=C(C=C2)OC (E)-2-(bromo(4-methoxyphenyl)methylene)-4-p-toluenesulfonyl-3,4-dihydro-2H-benzo[b][1,4]thiazine